FC=1C(=NC(=NC1)NC1CCN(CC1)S(=O)(=O)C)C1=C(C2=C(C3(N(C2=O)C)C(CCC3)C)S1)C 2'-(5-Fluoro-2-((1-(methylsulfonyl)piperidin-4-yl)amino)pyrimidin-4-yl)-2,3',5'-trimethylspiro[cyclopentane-1,6'-thieno[2,3-c]pyrrol]-4'(5'H)-one